N-(4-(ethylsulfonyl)benzyl)-7-phenoxy-10H-phenothiazine-2-carboxamide C(C)S(=O)(=O)C1=CC=C(CNC(=O)C2=CC=3NC4=CC=C(C=C4SC3C=C2)OC2=CC=CC=C2)C=C1